2-[3-(4,4-difluoro-1-piperidyl)-1-[2-[[1-[2-(4-methylpiperazin-1-yl)-2-oxo-ethyl]pyrazol-4-yl]amino]-[1,2,4]triazolo[1,5-a]pyridin-8-yl]azetidin-3-yl]acetonitrile FC1(CCN(CC1)C1(CN(C1)C=1C=2N(C=CC1)N=C(N2)NC=2C=NN(C2)CC(=O)N2CCN(CC2)C)CC#N)F